1-[4-(6-methoxy-7-butoxyquinoline-4-oxy)-3-fluorophenyl]-3-(benzylsulfonyl)urea COC=1C=C2C(=CC=NC2=CC1OCCCC)OC1=C(C=C(C=C1)NC(=O)NS(=O)(=O)CC1=CC=CC=C1)F